((4-methyl-3-(pyrimidin-2-yloxy)phenyl)carbamoyl)bicyclo[1.1.1]pentane-1-carboxamide CC1=C(C=C(C=C1)NC(=O)C1C2(CC1C2)C(=O)N)OC2=NC=CC=N2